NC1=CC=C2C(=N1)C1(OC2=O)CCCC1 amino-5'H-spiro[cyclopentane-1,7'-furo[3,4-b]pyridin]-5'-one